OC(CNC(=O)C=1C=CC(=NC1)NC1=NN2C(C=C(C=C2)C2=C(C=NC(=C2)C)OC23COCC(CCC2)N3C(=O)[O-])=C1)(C)C ((4-(2-((5-((2-hydroxy-2-methylpropyl)carbamoyl)pyridin-2-yl)amino)pyrazolo[1,5-a]pyridin-5-yl)-6-methylpyridin-3-yl)oxy)-3-oxa-9-azabicyclo[3.3.1]nonane-9-carboxylate